bromo-2-chloro-9-(4-(1-isopropyl-4-(trifluoromethyl)-1H-imidazol-2-yl)benzyl)-9H-purine BrC=1N(C2=NC(=NC=C2N1)Cl)CC1=CC=C(C=C1)C=1N(C=C(N1)C(F)(F)F)C(C)C